N-(5-(5-(difluoromethyl)-1,3,4-oxadiazol-2-yl)pyrimidin-2-yl)-7-fluoro-4-phenyl-1H-benzo[d]imidazol-5-amine FC(C1=NN=C(O1)C=1C=NC(=NC1)NC1=C(C2=C(NC=N2)C(=C1)F)C1=CC=CC=C1)F